C(C)(CC)C1=C(C=C(C=C1)OC)NC(CCl)=O N-(2-(sec-butyl)-5-methoxyphenyl)-2-chloroacetamide